CC(CN)C(CCCCCN)C 2,3-dimethyl-1,8-octanediamine